Br.CNC1CN(CCC1)C=1C(=NC=NC1)O 5-(3-(methylamino)-piperidin-1-yl)pyrimidin-4-ol hydrobromide